4-(3-fluoro-4-phenoxyphenyl)isoindolin-1-one FC=1C=C(C=CC1OC1=CC=CC=C1)C1=C2CNC(C2=CC=C1)=O